4-chloro-N-methyl-N-[(3R)-3-piperidinyl]-5,6,7,8-tetrahydrophthalazin-1-amine ClC1=NN=C(C=2CCCCC12)N([C@H]1CNCCC1)C